CC=1NC2=C(C=CC=C2C1C)C(=O)N1[C@H]2CC=3C(=NN(C3C3=CC(=C(C(=C3)F)F)F)C)[C@@H]1CC2 (2,3-Dimethyl-1H-indol-7-yl)((5R,8S)-2-methyl-3-(3,4,5-trifluorophenyl)-2,4,5,6,7,8-hexahydro-5,8-epiminocyclohepta[c]pyrazol-9-yl)methanone